8-(1-(3-(dimethylamino)propyl)-1H-pyrazol-4-yl)-9-ethyl-6,6-dimethyl-11-oxo-6,11-dihydro-5H-benzo[b]carbazole-3-carbonitrile CN(CCCN1N=CC(=C1)C=1C(=CC2=C(C(C=3NC4=CC(=CC=C4C3C2=O)C#N)(C)C)C1)CC)C